OC1=C(C(=O)NCCCCCCCC(=O)O)C=C(C=C1)Cl 8-(2-hydroxy-5-chlorobenzoylamino)octanoic acid